N1(CCC[C@]12COCC2)C2=NC1=CC=C(C=C1C=N2)C=O (S)-2-(7-oxa-1-azaspiro[4.4]nonan-1-yl)quinazoline-6-carbaldehyde